COC1=CC=C(C=C1)C1CCC(CC1)C=O 4-(4-methoxyphenyl)cyclohexane-1-carbaldehyde